NC(C(=O)NC1=NC(=C(C=C1)C=1C(=NC=C(C1)C)C1CC1)F)=C(C1CC1)C1CC1 (2S)-2-amino-3,3-dicyclopropyl-N-[5-(2-cyclopropyl-5-methyl-3-pyridyl)-6-fluoro-2-pyridyl]propenamide